N1=C(N=CC2=C1C1=C(S2)C=CC=C1)C=1C(=C2C(=CC1)N=C1C=CC3=C4C=CC=CC4=NC3=C12)C1=C(C=CC=C1)C=1C(=CC=CC1)C1=CC=CC=C1 (benzothienopyrimidinyl)(terphenylyl)indolocarbazole